2-(3,4-dimethylphenyl)-5-methyl-1H-pyrazol CC=1C=C(C=CC1C)N1NC(=CC1)C